OCCCCOC1=CC=C(C=N1)C1CCN(CC1)C1=CC(=C(C#N)C=C1)C(F)(F)F 4-[4-[6-(4-hydroxybutoxy)-3-pyridinyl]-1-piperidinyl]-2-(trifluoromethyl)benzonitrile